C(C1=CC=CC=C1)C1=CC2=C(N=C(N=C2)NC2(CCCC2)CO)N(C1=O)C 6-benzyl-2-{[1-(hydroxymethyl)cyclopentyl]amino}-8-methylpyrido[2,3-d]pyrimidin-7(8H)-one